5-benzyl-N-(3,4-dimethyl-5-oxo-5,6,7,8-tetrahydro-4H-pyrazolo[1,5-a][1,3]diazepin-6-yl)-4H-1,2,4-triazole-3-carboxamide C(C1=CC=CC=C1)C=1NC(=NN1)C(=O)NC1C(N(C=2N(CC1)N=CC2C)C)=O